FC1CC2C(NC(N2)=O)CO1 6-fluorohexahydropyrano[3,4-d]imidazole-2(3H)-on